6-chloropyrazolo[1,5-a]pyrazine-3-carboxylic acid ClC=1N=CC=2N(C1)N=CC2C(=O)O